C(CCCC)ON1COCCC1 3-pentoxy-5,2-dihydro-4H-1,3-oxazine